4,6-dichloro-2-amino-pyrimidine ClC1=NC(=NC(=C1)Cl)N